tert-butyl 4-oxo-2-phenyl-2,3-dihydropyridine-1-carboxylate O=C1CC(N(C=C1)C(=O)OC(C)(C)C)C1=CC=CC=C1